NCCNCC1=CC=2N(N=C1)C=C(N2)[C@H](C2CCC(CC2)(F)F)NC(OC(C)(C)C)=O tert-Butyl (S)-((7-(((2-aminoethyl)amino)methyl)imidazo[1,2-b]pyridazin-2-yl)(4,4-difluorocyclohexyl)methyl)carbamate